N,1-N-dimethylcyclohexane-1,4-diamine CN(C1CCC(CC1)N)C